C(C)(C)N1C(C2=NC(=CC=C2C1)CC#CC(=O)N)=O 6-isopropyl-7-oxo-5H-pyrrolo[3,4-b]pyridin-2-ylbut-2-ynamide